sodium ethyl-(phenyl)aminomethane dithiosulfate S(=S)(=S)([O-])[O-].C(C)CNC1=CC=CC=C1.[Na+].[Na+]